4-(3,5-dimethyl-phenyl)-7-fluorobenzo[F]isoquinoline CC=1C=C(C=C(C1)C)C1=NC=CC=2C3=C(C=CC12)C(=CC=C3)F